C(C=1C(NC(N(C1)[C@H]1C=C[C@H](O1)OCP(=O)(OC1=CC=CC=C1)N[C@@H](C)C(=O)OC(C)C)=O)=O)([2H])([2H])[2H] Isopropyl (((((2R,5R)-5-(5-(methyl-d3)-2,4-dioxo-3,4-dihydropyrimidin-1(2H)-yl)-2,5-dihydrofuran-2-yl)oxy)methyl)(phenoxy) phosphoryl)-L-alaninate